COC(=O)C1CC(C1)NC(=O)OC(C)(C)C (1s,3s)-3-((tert-butoxycarbonyl)amino)cyclobutane-1-carboxylic acid methyl ester